ClC=1C(=NC(=NC1)N1CCOCC1)NC1=CC=2C3=C(C(N(C2C=C1)C)=O)OCC([C@@H](N3)C3CC3)(F)F (S)-10-((5-chloro-2-morpholinopyrimidin-4-yl)amino)-2-cyclopropyl-3,3-difluoro-7-methyl-1,2,3,4-tetrahydro-[1,4]oxazepino[2,3-c]quinolin-6(7H)-one